N-(4-(1H-imidazol-1-yl)benzyl)-N-(3-methoxybenzyl)-4-methyl-5-(morpholinomethyl)thiazol-2-amine N1(C=NC=C1)C1=CC=C(CN(C=2SC(=C(N2)C)CN2CCOCC2)CC2=CC(=CC=C2)OC)C=C1